ClC1=NC(=C2C(=N1)N(N=C2)CC)NCC2=CC=C(C=C2)F 6-chloro-1-ethyl-N-[(4-fluorophenyl)methyl]-1H-pyrazolo[3,4-d]pyrimidin-4-amine